O=C1N(CC2=NC(=CC=C21)NCC2=C(C=C(C=C2F)F)F)CCNC(C)=O N-(2-(5-oxo-2-((2,4,6-trifluorobenzyl)amino)-5,7-dihydro-6H-pyrrolo[3,4-b]pyridin-6-yl)ethyl)acetamide